C([C@@H](O)[C@@H](O)[C@H](O)CO)O lyxitol